2-Isopropyl-1-phenyl-1H-benzo[g]indazol-3,4,5(2H)-trion C(C)(C)N1N(C=2C3=C(C(C(C2C1=O)=O)=O)C=CC=C3)C3=CC=CC=C3